ClC=1C=C(C(=O)O)C=C(C1C)OCCN(C)C 3-chloro-5-(2-(dimethylamino)ethoxy)-4-methylbenzoic acid